FC(C(=O)O)(F)F.FC(C(=O)O)(F)F.NC=1C=CC(=C(C(=O)N[C@H](C)C2=CC=CC3=CC=CC=C23)C1)CN(CCCC)CCCC (R)-5-amino-2-((dibutylamino)methyl)-N-(1-(naphthalen-1-yl)ethyl)benzamide bis(2,2,2-trifluoroacetate)